FC=1C=C2NC(C=3N(C2=C(C1C=1C=CC=C2C(=CNC12)C#CC(C)(O)C)C)C(=NN3)C)(C)C 4-[7-(7-fluoro-1,4,4,9-tetramethyl-5H-[1,2,4]triazolo[4,3-a]quinoxalin-8-yl)-1H-indol-3-yl]-2-methyl-but-3-yn-2-ol